N-(3-(1H-pyrazol-1-yl)benzyl)-N-(3-methoxybenzyl)-4-((2-(3-methoxybenzyloxy)ethoxy)methyl)thiazol-2-amine N1(N=CC=C1)C=1C=C(CN(C=2SC=C(N2)COCCOCC2=CC(=CC=C2)OC)CC2=CC(=CC=C2)OC)C=CC1